(1-methyl-1H-indol-4-yl)(8-phenyl-1,3,4,5-tetrahydro-2H-pyrido[4,3-b]indol-2-yl)methanone CN1C=CC2=C(C=CC=C12)C(=O)N1CC2=C(NC=3C=CC(=CC23)C2=CC=CC=C2)CC1